8-chloro-4-((3-chloro-4-fluorophenyl)amino)-6-(((1-(1-ethylpiperidin-4-yl)-1H-1,2,3-triazol-4-yl)(pyrimidin-5-yl)methyl)amino)quinoline-3-carbonitrile ClC=1C=C(C=C2C(=C(C=NC12)C#N)NC1=CC(=C(C=C1)F)Cl)NC(C=1C=NC=NC1)C=1N=NN(C1)C1CCN(CC1)CC